FC(C(=O)O)(F)F.NCC1CCN(CC1)NC(COC1=CC(=C(C=C1)Cl)F)=O N-(4-(aminomethyl)piperidin-1-yl)-2-(4-chloro-3-fluorophenoxy)acetamide 2,2,2-trifluoroacetate